C(C1=CC(O)=C(O)C=C1)(=O)OCC protocatechuic acid, Ethyl ester